ClC1=C(C=CC(=C1)Cl)C(C)N1CCC(CC1)N(S(=O)(=O)C)CC(=O)NCC(NCC#C)=O 2-(N-(1-(1-(2,4-dichlorophenyl)ethyl)piperidin-4-yl)methylsulfonamido)-N-(2-oxo-2-(prop-2-yn-1-ylamino)ethyl)acetamide